N1C=CC2=C(C=CC=C12)NC(C1=CC=CC=C1)=O N-(1H-indol-4-yl)benzamide